4-(trimethylsilyl)benzenesulfonic acid trimethylsilyl ester C[Si](C)(C)OS(=O)(=O)C1=CC=C(C=C1)[Si](C)(C)C